CN1N=NC(=C1C(=O)O)C1=NC(=C(C=C1)N(S(=O)(=O)C)C)C 1-Methyl-4-(6-methyl-5-(N-methylmethylsulfonamido)pyridin-2-yl)-1H-1,2,3-triazole-5-carboxylic acid